BrC1=CC=CC(=N1)C1N(C(NN1[2H])=S)C(C)C 5-(6-bromopyridin-2-yl)-4-isopropyl-2,4-dihydro-3H-1,2,4-triazole-3-thione-1-d